ClC=1C(=C(C=CC1)C#CC=1N=C(N(C1C)C=1C=NC=CC1)C(=O)N)C 4-[2-(3-chloro-2-methyl-phenyl)ethynyl]-5-methyl-1-(3-pyridyl)imidazole-2-carboxamide